(3-((S)-1-(8-amino-1-methylimidazo[1,5-a]pyrazin-3-yl)ethyl)-5-chloro-6-fluoro-2-isopropoxyphenyl)((2S,6S)-2,6-dimethylmorpholino)methanone NC=1C=2N(C=CN1)C(=NC2C)[C@@H](C)C=2C(=C(C(=C(C2)Cl)F)C(=O)N2C[C@@H](O[C@H](C2)C)C)OC(C)C